(E)-7-(3-(4-chlorobenzylidene)-2,5-diketopyrrolidinyl)-N-hydroxyheptylamide ClC1=CC=C(\C=C/2\C(N(C(C2)=O)C(CCCCCC[NH-])O)=O)C=C1